tert-Butyl 4-ethylpiperazine-1-carboxylate C(C)N1CCN(CC1)C(=O)OC(C)(C)C